Cl.Cl.Cl.N[C@@H]1C[C@@H](CC1)OC1=NC=C(C=C1[C@@H]1N(C[C@H](C1)F)C1=NC=2N(C=C1)N=CC2C(=O)O)F 5-((2R,4S)-2-(2-(((1R,3S)-3-aminocyclopentyl)oxy)-5-fluoropyridin-3-yl)-4-fluoropyrrolidin-1-yl)pyrazolo[1,5-a]pyrimidine-3-carboxylic acid trihydrochloride